cis-N1-(5-(quinoxalin-6-yl)pyrrolo[2,1-f][1,2,4]triazin-2-yl)cyclohexane-1,4-diamine N1=CC=NC2=CC(=CC=C12)C=1C=CN2N=C(N=CC21)N[C@@H]2CC[C@@H](CC2)N